COC1=CC=C(CN(C=2N=CN(C(C2C(=O)OC)=O)C2=C(C=C(C=C2C)C(C)OC)C)CC2=CC=C(C=C2)OC)C=C1 methyl 4-(bis(4-methoxybenzyl)amino)-1-(4-(1-methoxyethyl)-2,6-dimethylphenyl)-6-oxo-1,6-dihydropyrimidine-5-carboxylate